N1(CCC1)[C@H](CNS(=O)(=O)C1=CC=C2C=CNC2=C1)C1=NN(C2=CC=CC=C12)C (R)-N-(2-(azetidin-1-yl)-2-(1-methyl-1H-indazol-3-yl)ethyl)-1H-indole-6-sulfonamide